5-(5-(3-benzyl-1-((2-methyl-2H-1,2,3-triazol-4-yl)sulfonyl)pyrrolidin-3-yl)-6-methyl-1H-indazol-1-yl)-1-(methyl-d3)pyridin-2(1H)-one C(C1=CC=CC=C1)C1(CN(CC1)S(=O)(=O)C1=NN(N=C1)C)C=1C=C2C=NN(C2=CC1C)C=1C=CC(N(C1)C([2H])([2H])[2H])=O